tert-butyl (S)-3-((S)-Oxiran-2-yl)-3,4-dihydroisoquinoline-2(1H)-carboxylate O1[C@H](C1)[C@H]1N(CC2=CC=CC=C2C1)C(=O)OC(C)(C)C